OCCS(=O)(=O)NC1=CC(=C(C(=O)NC2=CC(=CC=C2)[S@](=O)(=N)C)C=C1)N1CCC2(CC2)CC1 (S)-4-((2-hydroxyethyl)sulfonamido)-N-(3-(S-methyl-sulfonimidoyl)phenyl)-2-(6-azaspiro[2.5]octan-6-yl)benzamide